(E)-N-(1-[(6-chloropyridin-3-yl)methyl]pyridine-2(1H)-ylidene)-2,2,2-trifluoroacetamide ClC1=CC=C(C=N1)CN1\C(\C=CC=C1)=N\C(C(F)(F)F)=O